N-[(6-Amino-2-pyridyl)sulfonyl]-6-(6-isopropoxy-3-pyridyl)-2-(3,3,4-trimethyl-1-piperidyl)pyridin-3-carboxamid NC1=CC=CC(=N1)S(=O)(=O)NC(=O)C=1C(=NC(=CC1)C=1C=NC(=CC1)OC(C)C)N1CC(C(CC1)C)(C)C